2-(4-((2-((4-Cyano-2-fluorophenoxy)methyl)pyrimidin-4-yl)oxy)-2-fluorophenyl)acetic acid C(#N)C1=CC(=C(OCC2=NC=CC(=N2)OC2=CC(=C(C=C2)CC(=O)O)F)C=C1)F